C(C)(C)(C)OC(=O)N1C(CCC1)CC(=O)O 2-(1-tert-butoxycarbonyl-pyrrolidin-2-yl)acetic acid